(2S,4r)-1-[(2S)-2-(4-cyclopropyl-triazol-1-yl)-3,3-dimethyl-butyryl]-4-hydroxy-N-[2-(p-tolyl)-1-(2-pyridinyl)ethyl]pyrrolidine-2-carboxamide C1(CC1)C=1N=NN(C1)[C@H](C(=O)N1[C@@H](C[C@H](C1)O)C(=O)NC(CC1=CC=C(C=C1)C)C1=NC=CC=C1)C(C)(C)C